C(C1=CC=CC=C1)OC=1C=C(C=CC1OCC1=CC=CC=C1)CNCCOCCOCCOCCNC(CCCC1=CC=CC=C1)=O N-(1-(3,4-bis(benzyloxy)phenyl)-5,8,11-trioxa-2-azatridec-13-yl)-4-phenylbutyramide